1-tert-Butyl 2-((tert-butoxycarbonyl)(ethyl) amino)-3-(p-tolyl)propanoate C(C)(C)(C)OC(=O)N(C(C(=O)OC(C)(C)C)CC1=CC=C(C=C1)C)CC